(R)-(5-fluoro-2-methoxyphenyl)(1-(benzenesulfonyl)-1H-indol-2-yl)methanamine FC=1C=CC(=C(C1)[C@@H](N)C=1N(C2=CC=CC=C2C1)S(=O)(=O)C1=CC=CC=C1)OC